4-chloro-2,6-dimethyl-bromobenzene ClC1=CC(=C(C(=C1)C)Br)C